5-[(1R,5s)-8-tert-butoxycarbonyl-3,8-diazabicyclo-[3.2.1]oct-3-yl]-2-methyl-benzoic acid C(C)(C)(C)OC(=O)N1[C@H]2CN(C[C@@H]1CC2)C=2C=CC(=C(C(=O)O)C2)C